NC1=NC=CC(=C1N)C 2,3-diamino-4-methylpyridine